N-[(5-chloro-4-fluoro-1H-benzimidazol-2-yl)methyl]-8-cyclopropyl-2-(methylsulfanyl)pyrazolo[1,5-a][1,3,5]triazin-4-amine ClC1=C(C2=C(NC(=N2)CNC2=NC(=NC=3N2N=CC3C3CC3)SC)C=C1)F